3-benzyl-8-(4-(4-(trifluoromethoxy)-phenoxy)benzoyl)-3,8-diazabicyclo[3.2.1]octane-1-carboxylate C(C1=CC=CC=C1)N1CC2(CCC(C1)N2C(C2=CC=C(C=C2)OC2=CC=C(C=C2)OC(F)(F)F)=O)C(=O)[O-]